ClC1=CC(=C(C=C1Cl)O)CN1CCC(CC1)N1C=NN=C1 4,5-dichloro-2-[[4-(4H-1,2,4-triazol-4-yl)piperidin-1-yl]methyl]phenol